3-(4-(2,8-dimethyldibenzo[b,f][1,4]oxazepin-11-yl)piperazin-1-yl)-2,2-dimethylpropanoic acid CC=1C=CC2=C(C(=NC3=C(O2)C=CC(=C3)C)N3CCN(CC3)CC(C(=O)O)(C)C)C1